S1C(=CC=C1)CN(C([C@H](CCCC)NC(=O)N[C@@H](C(=O)OC)C1=CC=CC=C1)=O)CC=1SC=CC1 methyl (2R)-[({(2S)-1-[bis(thiophen-2-ylmethyl)amino]-1-oxohexan-2-yl}carbamoyl)amino](phenyl)ethanoate